benzyl (1-((1-(4-amino-2-fluorophenyl)azetidin-3-yl)methyl)piperidin-4-yl)carbamate NC1=CC(=C(C=C1)N1CC(C1)CN1CCC(CC1)NC(OCC1=CC=CC=C1)=O)F